ClC1=CC=C(O\C(\C(=O)C2=C(C=CC=C2)Cl)=C\N(C)C)C=C1 (E)-2-(4-Chlorophenoxy)-1-(2-chlorophenyl)-3-(dimethylamino)prop-2-en-1-one